ClC1=C(C=CC(=C1Cl)[N+](=O)[O-])F 2,3-dichloro-1-fluoro-4-nitro-benzene